tert-butyl (1R,4R)-5-[4-nitro-3-(pyrimidin-4-ylamino) phenyl]-2,5-diazabicyclo[2.2.1]heptane-2-carboxylate [N+](=O)([O-])C1=C(C=C(C=C1)N1[C@H]2CN([C@@H](C1)C2)C(=O)OC(C)(C)C)NC2=NC=NC=C2